N[C@H](C(=O)O)CC1=CC(=CC=C1)I (S)-2-amino-3-(3-iodophenyl)propanoic acid